CON(C(=O)C1(CCC1)C)C N-methoxy-N,1-dimethyl-cyclobutanecarboxamide